[C-]1(C=CC=C1)P(Cl)[C-]1C=CC=C1.[CH-]1C=CC=C1.[Fe+2].[CH-]1C=CC=C1.[Fe+2] bis(ferrocenyl)chlorophosphine